C(C)(C)(C)OC(=O)N1CCC(CC1)(O)CN1C=C(C(=CC1=O)C1=CC=CC=C1)C(=O)OCC ethyl 1-((1-(tert-butoxycarbonyl)-4-hydroxypiperidin-4-yl) methyl)-6-oxo-4-phenyl-1,6-dihydropyridine-3-carboxylate